CC1=C(OC=2C=C(C=C(C2)C)C=2C3=C(C(N(C2)C)=O)NC(=C3)C(=O)NCC)C(=CC(=C1)[N+](=O)[O-])C 4-(3-(2,6-dimethyl-4-nitrophenoxy)-5-methylphenyl)-N-ethyl-6-methyl-7-oxo-6,7-dihydro-1H-pyrrolo[2,3-c]pyridine-2-carboxamide